3-(4-Hydroxyphenyl)-2,7,8-trimethylquinazolin-4(3H)-one OC1=CC=C(C=C1)N1C(=NC2=C(C(=CC=C2C1=O)C)C)C